CN1C(=NC2=C1C=CC=C2)C2=CC=C(C=C2)C=2C(=CC=C(C2)C2=CC=C(C=C2)C2=NC1=C(N2C)C=CC=C1)C1=CC=C(C=C1)C1=NC2=C(N1C)C=CC=C2 4,4''-bis(1-methyl-1H-benzo[d]imidazol-2-yl)-5'-(4-(1-methyl-1H-benzo[d]imidazol-2-yl)phenyl)-[1,1':2',1''-terphenyl]